FC1=C(C=CC(=C1)C(F)(F)F)S(=O)(=O)N1CCC2(CN(C2)C(=O)OC(C)(C)C)CC1 tert-butyl 7-[2-fluoro-4-(trifluoromethyl)phenyl]sulfonyl-2,7-diazaspiro[3.5]nonane-2-carboxylate